C(#N)C=1C(=CC=C2C=NNC12)\C=C(\C(=O)NC=1C(=NC(=CC1C)OC)C)/F (Z)-3-(7-cyano-1H-indazol-6-yl)-2-fluoro-N-(6-methoxy-2,4-dimethylpyridin-3-yl)acrylamide